C(=O)O.C(=O)O.CCCCCC hexane diformate